P(=O)([O-])([O-])[O-].[Mn+2].P(=O)([O-])([O-])[O-].[Mn+2].[Mn+2] manganese phosphate